N-((1-Cyanopyrrolidin-3-yl)methyl)-3-(o-tolyl)-1H-pyrazol-5-carboxamid C(#N)N1CC(CC1)CNC(=O)C1=CC(=NN1)C1=C(C=CC=C1)C